C(CCCCCCC)OC(CCCCC(=O)OCCC(CCCOC(CCCCCCC)=O)OC(=O)OCCCN(CC)CC)OCCCCCCCC 6-((6,6-bis(octyloxy)hexanoyl)oxy)-4-(((3-(diethylamino)propoxy)carbonyl)oxy)hexyloctanoate